C1(CC1)C1=CNC=2N=CN=C(C21)N2CCN(C1(CC1)C2)C(=O)OC(C)(C)C tert-butyl 7-(5-cyclopropyl-7H-pyrrolo[2,3-d]pyrimidin-4-yl)-4,7-diazaspiro[2.5]octane-4-carboxylate